CC1=C(C=C(C=C1)NC(=O)C1=CC=2CCC2C=C1)C1=CC(=NC(=C1)OCCOC1OCCCC1)N1CCOCC1 N-(4-methyl-3-(2-morpholino-6-(2-((tetrahydro-2H-pyran-2-yl)oxy)ethoxy)pyridin-4-yl)phenyl)bicyclo[4.2.0]octa-1(6),2,4-triene-3-carboxamide